iminosuccinic acid tetrasodium salt [Na+].[Na+].[Na+].[Na+].N=C(C(=O)[O-])CC(=O)[O-].N=C(C(=O)[O-])CC(=O)[O-]